N[C@H](C(=O)N[C@@H]1[C@H]([C@H](NC1)C(=O)O)CCCB(O)O)C(C)(C)O (2S,3R,4R)-4-((S)-2-amino-3-hydroxy-3-methylbutanamido)-3-(3-boronopropyl)pyrrolidine-2-carboxylic acid